Cl.Cl.NC1C(C(C1(C)C)OC1=C2C=CC=NC2=C(C=C1)C#N)(C)C 5-((1r,3r)-3-amino-2,2,4,4-tetramethylcyclobutoxy)quinoline-8-carbonitrile, dihydrochloride